tetrabutylammonium ethyl-carbonate C(C)OC([O-])=O.C(CCC)[N+](CCCC)(CCCC)CCCC